(rac)-((1S,2R,4R)-2-butyl-2-((tert-butyldiphenylsilyl)methyl)bicyclo[2.1.1]hexan-1-yl)(naphthalen-2-yl)methanone C(CCC)[C@@]1(C2(CC(C1)C2)C(=O)C2=CC1=CC=CC=C1C=C2)C[Si](C2=CC=CC=C2)(C2=CC=CC=C2)C(C)(C)C |r|